((R)-2-(2-Chloro-5-fluorophenyl)pyrrolidin-1-yl)-N-((R,E)-4-(methylsulfonyl)but-3-en-2-yl)benzamide ClC1=C(C=C(C=C1)F)[C@@H]1N(CCC1)C1=C(C(=O)N[C@H](C)\C=C\S(=O)(=O)C)C=CC=C1